sodium 3-acetoxypropanesulfonate C(C)(=O)OCCCS(=O)(=O)[O-].[Na+]